tert-butyl (2R,4S)-2-(8-bromo-6-cyano-3-(3-fluoro-4-methoxyphenyl)-4-oxo-3,4-dihydroquinazolin-2-yl)-4-((tert-butyldimethylsilyl)oxy)pyrrolidine-1-carboxylate BrC=1C=C(C=C2C(N(C(=NC12)[C@@H]1N(C[C@H](C1)O[Si](C)(C)C(C)(C)C)C(=O)OC(C)(C)C)C1=CC(=C(C=C1)OC)F)=O)C#N